4-(3-cyano-6-(1-methyl-1H-pyrazol-4-yl)pyrazolo[1,5-a]pyridin-4-yl)-N-((6-isopropoxypyridin-3-yl)methyl)-1H-pyrazole-1-carboxamide C(#N)C=1C=NN2C1C(=CC(=C2)C=2C=NN(C2)C)C=2C=NN(C2)C(=O)NCC=2C=NC(=CC2)OC(C)C